N-(4-((4-(2-methyl-6-propionylpyridin-3-yl)piperazin-1-yl)methyl)pyridin-2-yl)butyramide CC1=NC(=CC=C1N1CCN(CC1)CC1=CC(=NC=C1)NC(CCC)=O)C(CC)=O